NC1=C(N=NC(=C1)C1=C(C=CC(=C1)Cl)F)OCCO 2-{[4-amino-6-(5-chloro-2-fluorophenyl)pyridazin-3-yl]oxy}ethan-1-ol